copper-indium sulfur (3R,4R)-1-[2-(3-chlorophenyl)ethyl]-4-[(4-methanesulfonylphenoxy)methyl]-3-methylpyrrolidin-3-ol ClC=1C=C(C=CC1)CCN1C[C@@]([C@H](C1)COC1=CC=C(C=C1)S(=O)(=O)C)(O)C.[S].[In].[Cu]